3-cyclopropyl-6-(3-fluoro-4-methylphenyl)-4-oxo-4,5-dihydropyrazolo[1,5-a]pyrazine-2-carboxylic acid C1(CC1)C=1C(=NN2C1C(NC(=C2)C2=CC(=C(C=C2)C)F)=O)C(=O)O